C(C)(C)(C)OC(=O)NC(C(=O)OC(CC1=CC=C(C=C1)F)(C)C)C 1-(4-fluorophenyl)-2-methylpropan-2-yl 2-(tert-butoxycarbonylamino)propanoate